C(C)(=O)N1CCC(CC1)C1=CC=C(S1)N1C(C2CCC(C1)N2C(\C=C\CN(C)C)=O)=O (E)-3-(5-(1-acetylpiperidin-4-yl)thiophen-2-yl)-8-(4-(dimethylamino)but-2-enoyl)-3,8-diazabicyclo[3.2.1]octan-2-one